3,6-di-tert-butyl-9-bromocarbazole C(C)(C)(C)C=1C=CC=2N(C3=CC=C(C=C3C2C1)C(C)(C)C)Br